4-chloro-5-(4-(4-fluoro-2-isopropylphenoxy)-5,8-dihydropyrido[3,4-d]pyrimidin-7(6H)-yl)-2-(tetrahydro-2H-pyran-2-yl)pyridazin-3(2H)-one ClC=1C(N(N=CC1N1CC=2N=CN=C(C2CC1)OC1=C(C=C(C=C1)F)C(C)C)C1OCCCC1)=O